CC=1OC(=CN1)[C@@H]1CN(CCOC1)C(=O)OC(C)(C)C tert-Butyl (R)-6-(2-methyloxazol-5-yl)-1,4-oxazepane-4-carboxylate